Methyl 2-((4-(6-((4-Chloro-2-Fluorobenzyl)Oxy)Pyridin-2-yl)Cyclohex-3-en-1-yl)Methyl)-3-(((S)-Oxetan-2-yl)Methyl)-3H-Imidazo[4,5-b]Pyridine-5-carboxylate ClC1=CC(=C(COC2=CC=CC(=N2)C2=CCC(CC2)CC2=NC=3C(=NC(=CC3)C(=O)OC)N2C[C@H]2OCC2)C=C1)F